CO/C=C(/C(=O)OC)\C1=C(C=CC=C1)OC=1SC(=CN1)C(F)(F)F Methyl (E)-3-methoxy-2-[2-[5-(trifluoromethyl)thiazol-2-yl]oxyphenyl]prop-2-enoate